tris[4-(N,N-dipropylamino)butyl]amine C(CC)N(CCC)CCCCN(CCCCN(CCC)CCC)CCCCN(CCC)CCC